CN1N=CC(=C1)C=1C2=C(N=CN1)NC=C2 4-(1-methyl-1H-pyrazol-4-yl)-7H-pyrrolo[2,3-d]pyrimidine